[Si](C)(C)(C(C)(C)C)OC[C@H](C1=CC(=CC=C1)Cl)N1C(N2C(C1)=CC(=C2)B2OC(C(O2)(C)C)(C)C)=O (S)-2-(2-((tert-Butyldimethylsilyl)oxy)-1-(3-chlorophenyl)ethyl)-6-(4,4,5,5-tetramethyl-1,3,2-dioxaborolan-2-yl)-1H-pyrrolo[1,2-c]imidazol-3(2H)-one